(5-(3-((8-chloro-7-fluoro-[1,2,4]triazolo[4,3-a]quinazolin-5-yl)(methyl)amino)phenyl)pyridin-2-yl)cyclopropane-1-carbonitrile ClC1=C(C=C2C(=NC=3N(C2=C1)C=NN3)N(C=3C=C(C=CC3)C=3C=CC(=NC3)C3(CC3)C#N)C)F